CC1(CC1)C1=CNC=2N=CN=C(C21)N[C@H]2CN(CCC2)C(C=C)=O (R)-1-(3-((5-(1-methylcyclopropyl)-7H-pyrrolo[2,3-d]pyrimidin-4-yl)amino)piperidin-1-yl)prop-2-en-1-one